C(#N)C1=CC(=C(C=C1)[C@@H]1OC2=C(C=CC=C2C(=C1)F)C1CCN(CC1)CC1=NC2=C(N1C[C@H]1OCC1)C=C(C=C2)C(=O)O)F 2-((4-((R)-2-(4-cyano-2-fluorophenyl)-4-fluoro-2H-chromen-8-yl)piperidin-1-yl)methyl)-1-(((S)-oxetan-2-yl)methyl)-1H-benzo[d]imidazole-6-carboxylic acid